ClCC([C@H](C[C@H]1C(NCC1)=O)NC([C@H](CC(C)C)NC(=O)C=1NC2=CC=CC(=C2C1)OC)=O)=O (2S)-N-[(2S)-4-chloro-3-oxo-1-[(3S)-2-oxopyrrolidin-3-yl]butan-2-yl]-2-[(4-methoxy-1H-indol-2-yl)formamido]-4-methylpentanamide